ClC=1C=C2C(=C(C=NC2=CC1)S(=O)(=O)N1CCOCC1)NC1=C(C(=O)O)C(=CC=C1)O 2-[(6-chloro-3-morpholinosulfonyl-4-quinolyl)amino]-6-hydroxy-benzoic acid